5-oxa-2-azaspiro[3.4]octane-8-amine C1NCC12OCCC2N